(1-(4-((2R,3S,4S,5R)-3-(3,4-difluoro-2-methoxyphenyl)-4,5-dimethyl-5-(trifluoromethyl)tetrahydrofuran-2-carboxamido)pyridin-2-yl)-2-hydroxyethyl)carbamic acid tert-butyl ester C(C)(C)(C)OC(NC(CO)C1=NC=CC(=C1)NC(=O)[C@@H]1O[C@]([C@H]([C@H]1C1=C(C(=C(C=C1)F)F)OC)C)(C(F)(F)F)C)=O